(rac)-1,2-butanediamine C([C@@H](CC)N)N |r|